4-(5-chlorooxazolo[4,5-b]pyridin-2-yl)piperazine ClC1=CC=C2C(=N1)N=C(O2)N2CCNCC2